N-(4-((4-(4,4-dimethylpiperidin-1-yl)-3,5-difluorophenyl)amino)benzyl)-5-oxopyrrolidine-3-carboxamide CC1(CCN(CC1)C1=C(C=C(C=C1F)NC1=CC=C(CNC(=O)C2CNC(C2)=O)C=C1)F)C